cyclopentadienyl-(cycloheptatrienyl)titanium (II) C1(C=CC=C1)[Ti]C1=CC=CC=CC1